(R)-7-((5-(6-(dimethyl-amino)-1,4-oxazepan-4-yl)pyridin-2-yl)amino)-4-(7-fluoro-imidazo[1,2-a]pyridin-3-yl)isoindolin-1-one CN([C@@H]1CN(CCOC1)C=1C=CC(=NC1)NC=1C=CC(=C2CNC(C12)=O)C1=CN=C2N1C=CC(=C2)F)C